4H-imidazole-4-carbonitrile N=1C=NC(C1)C#N